C(C)(C)(C)OC(=O)N[C@@H]1C2=C(OC13CCN(CC3)C=3N=CC(=NC3)SCCC(=O)OCC)C=CC=C2 ethyl (R)-3-((5-(3-((tert-butoxycarbonyl)amino)-3H-spiro[benzofuran-2,4'-piperidin]-1'-yl)pyrazin-2-yl)thio)propanoate